C(C)(C)(C)OC(=O)N\C(=N/C(=O)OC(C)(C)C)\NC1=CC=C(C(=O)OC=2C=3N(C(=CC2)CC(=O)NC(C(=O)OC(C)(C)C)CC(=O)OC(C)(C)C)C=CN3)C=C1 1,4-di-tert-butyl 2-{2-[8-(4-{[(1Z)-{[(tert-butoxy)carbonyl]amino}({[(tert-butoxy)carbonyl]imino}) methyl]amino}benzoyloxy)imidazo[1,2-a]pyridin-5-yl]acetamido}butanedioate